3-[(2,3-difluorophenyl)amino]-2-[2-methoxypyrido[3,2-d]pyrimidin-8-yl]-1H,5H,6H,7H-pyrrolo[3,2-c]pyridin-4-one FC1=C(C=CC=C1F)NC1=C(NC2=C1C(NCC2)=O)C2=CC=NC1=C2N=C(N=C1)OC